ClC1=NC=CC2=C1N=CN=C2NNS(=O)(=O)C2=CC=C(C=C2)C N'-(8-chloropyrido[3,4-d]pyrimidin-4-yl)-4-methylbenzenesulfonohydrazide